COC=1C(=C2C=CN(C2=C(C1)C)C(=O)OC(C)(C)C)CN1C(CC(CC1)N1CC(C1)C(F)(F)F)C1=CC=C(C=C1)C(=O)OC tert-butyl 5-methoxy-4-((2-(4-(methoxycarbonyl)phenyl)-4-(3-(trifluoromethyl)azetidin-1-yl)piperidin-1-yl)methyl)-7-methyl-1H-indole-1-carboxylate